4-{[6-(2,4-difluorophenoxy)-8-methyl-7-oxo-7,8-dihydropyrido[2,3-d]pyrimidin-2-yl]amino}piperidine-1-carboxylic acid ethyl ester C(C)OC(=O)N1CCC(CC1)NC=1N=CC2=C(N1)N(C(C(=C2)OC2=C(C=C(C=C2)F)F)=O)C